1-methyl-3-(1-oxo-4-((4-((((1R,2S,4R)-1,7,7-trimethylbicyclo[2.2.1]heptan-2-yl)amino)methyl)benzyl)thio)isoindolin-2-yl)piperidine-2,6-dione CN1C(C(CCC1=O)N1C(C2=CC=CC(=C2C1)SCC1=CC=C(C=C1)CN[C@@H]1[C@@]2(CC[C@H](C1)C2(C)C)C)=O)=O